OCCC1=CC=C(C(=O)OC)C=C1 methyl 4-(2-hydroxyethyl)benzoate